FC=1C=CC(=C(C1)[C@@H](C)N[S@@](=O)C(C)(C)C)O (S)-N-((R)-1-(5-fluoro-2-hydroxyphenyl)ethyl)-2-methylpropane-2-sulfinamide